F[C@@]1([C@@H](O[C@@H]([C@H]1O)CO)N1C=NC=2C(=O)NC(NCC(C)C)=NC12)O 2'-fluoro-N2-isobutylguanosine